5-amino-N-(4-amino-2-methylphenyl)-1H-pyrazole-4-carboxamide NC1=C(C=NN1)C(=O)NC1=C(C=C(C=C1)N)C